2-methyl-4-pentenoic acid isobutyl ester C(C(C)C)OC(C(CC=C)C)=O